C(#N)C1=CC(=C(C(=O)NC=2C=C3CC(C(NC3=CC2F)=O)(C)C)C=C1)CC 4-cyano-2-ethyl-N-(7-fluoro-3,3-dimethyl-2-oxo-1,4-dihydroquinolin-6-yl)benzamide